4-(6-(6-(2-Amino-2-(4-fluorophenyl)acetyl)-3,6-diazabicyclo[3.1.1]hept-3-yl)pyridin-3-yl)-6-(2-hydroxy-2-methylpropyloxy)pyrazolo[1,5-a]pyridine-3-carbonitrile NC(C(=O)N1C2CN(CC1C2)C2=CC=C(C=N2)C=2C=1N(C=C(C2)OCC(C)(C)O)N=CC1C#N)C1=CC=C(C=C1)F